cerium(III) t-butoxide (Z)- or (E)-3-hexenyl-propionate C(=CCCCC)CCC(=O)[O-].CC(C)(C)[O-].[Ce+3]